9-hydroxy-6-cyclopropyl-2-oxo-10-(thiazol-2-yl)-6,7-dihydro-2H-pyrido[2,1-a]isoquinoline-3-carboxylic acid OC=1C=C2CC(N3C(C2=CC1C=1SC=CN1)=CC(C(=C3)C(=O)O)=O)C3CC3